(2R,6R)-N-(4-(1,1-difluoroethoxy)benzyl)-4-(2-((2-ethylpyridin-3-yl)oxy)-6-fluorobenzyl)-1-isobutyryl-6-methylpiperazine-2-carboxamide FC(C)(OC1=CC=C(CNC(=O)[C@@H]2N([C@@H](CN(C2)CC2=C(C=CC=C2F)OC=2C(=NC=CC2)CC)C)C(C(C)C)=O)C=C1)F